ClC1=C(C=2N=C(N=C(C2C=N1)N1C[C@@]2(C[C@@H]2C1)NC(OC(C)(C)C)=O)OC[C@]12CCCN2C[C@@H](C1)F)F tert-Butyl ((1S,5R)-3-(7-chloro-8-fluoro-2-(((2R,7aS)-2-fluorohexahydro-1H-pyrrolizin-7a-yl)methoxy)pyrido[4,3-d]pyrimidin-4-yl)-3-azabicyclo[3.1.0]hexan-1-yl)carbamate